3-(5-((4-(4'-chloro-[1,1'-biphenyl]-2-carbonyl)-3,5-dimethylpiperazin-1-yl)methyl)-1-Oxoisoindolin-2-yl)piperidine-2,6-dione ClC1=CC=C(C=C1)C=1C(=CC=CC1)C(=O)N1C(CN(CC1C)CC=1C=C2CN(C(C2=CC1)=O)C1C(NC(CC1)=O)=O)C